FC(C(=O)O)(F)F.O=C1NC(CCC1N1C(N(C2=C1C=CC=C2CN2CC(C2)N2CCC(CC2)N2CCNCC2)C)=O)=O 4-(1-(1-((1-(2,6-dioxopiperidin-3-yl)-3-Methyl-2-oxo-2,3-dihydro-1H-benzo[d]imidazol-4-yl)methyl)azetidin-3-yl)piperidin-4-yl)piperazine Trifluoroacetate salt